(8-bromo-7-methoxy-1-(thiophen-3-yl)-4,5-dihydro-1H-benzo[g]indazol-3-yl)(3,3-dimethylmorpholino)methanone BrC1=CC2=C(CCC=3C(=NN(C23)C2=CSC=C2)C(=O)N2C(COCC2)(C)C)C=C1OC